C(C)(C)(C)OC(=O)N1CCN(CC1)CC1=CC2=C(NC(N2C)=O)C=C1 4-[(3-methyl-2-oxo-1H-benzimidazol-5-yl)methyl]Piperazine-1-carboxylic acid tert-butyl ester